C(C=C)(=O)NC=1C=C(C=CC1)C=1C=C(C=C2C=NC=NC12)C1=C(C=C(C(=O)NC2=CC=CC=C2)C=C1)F 4-(8-(3-Acrylamidophenyl)quinazolin-6-yl)-3-fluoro-N-phenylbenzamide